tris(diethylamino)(4-isopropenylphenyl)silane C(C)N(CC)[Si](C1=CC=C(C=C1)C(=C)C)(N(CC)CC)N(CC)CC